chroman-8-ol O1CCCC2=CC=CC(=C12)O